C1(=CC=CC=C1)C[C@H](C)O (S)-1-phenyl-2-propanol